4-(((7-(2-amino-7-fluorobenzo[d]thiazol-4-yl)-4-(3,8-diazabicyclo[3.2.1]octan-3-yl)-8-fluoro-6-(trifluoromethyl)quinazolin-2-yl)oxy)methyl)tetrahydro-2H-pyran-4-ol NC=1SC2=C(N1)C(=CC=C2F)C2=C(C=C1C(=NC(=NC1=C2F)OCC2(CCOCC2)O)N2CC1CCC(C2)N1)C(F)(F)F